N-(5-((6-((S)-3-benzylisoxazolidine-2-yl)pyrimidine-4-yl)amino)-4-methoxy-2-((2-methoxyethyl)(methyl)amino)phenyl)acrylamide C(C1=CC=CC=C1)[C@@H]1N(OCC1)C1=CC(=NC=N1)NC=1C(=CC(=C(C1)NC(C=C)=O)N(C)CCOC)OC